O1CC(C1)OC1=NC(=NC=C1C(F)(F)F)N[C@H]1C[C@H](CCC1)C=1N=NN2C1C=CC=C2 4-(oxetan-3-yloxy)-N-[(1R,3S)-3-(triazolo[1,5-a]pyridin-3-yl)cyclohexyl]-5-(trifluoromethyl)pyrimidin-2-amine